ClC1=C(C=2N=CNC(C2C(=N1)OC[C@@H]1[C@@H]2CC[C@H](CN1)N2C(=O)OC(C)(C)C)=O)F tert-butyl (1S,2S,5R)-2-(((7-chloro-8-fluoro-4-oxo-3,4-dihydropyrido[4,3-d]pyrimidin-5-yl)oxy)methyl)-3,8-diazabicyclo[3.2.1]octane-8-carboxylate